O[C@H](CN1[C@@H]2CC(C[C@H]1CC2)NC(=O)C=2C(N(C1=CC=CC=C1C2)C(C)C)=O)CN(C)S(=O)(=O)C 1-isopropyl-2-oxo-1,2-dihydroquinoline-3-carboxylic acid {(1S,3R,5R)-8-[(R)-2-hydroxy-3-(methanesulfonyl-methyl-amino)propyl]-8-aza-bicyclo[3.2.1]oct-3-yl}amide